C(=O)O.O=C1N(CC2=CC(=CC=C12)C1CCN(CC1)CC=1C=C2C(N(C=NC2=CC1)C=1C=NC=CC1)=O)C1C(NC(CC1)=O)=O 3-(1-oxo-5-(1-((4-oxo-3-(pyridin-3-yl)-3,4-dihydroquinazolin-6-yl)methyl)piperidin-4-yl)isoindolin-2-yl)piperidine-2,6-dione formate